aminoisoindoline-2-carboxylate NC1N(CC2=CC=CC=C12)C(=O)[O-]